(1S,2R,4R,5S)-N-(2,4-difluorobenzyl)-4,5-difluoro-9-hydroxy-2-methyl-8,10-dioxo-3,4,5,6,8,10-hexahydro-2H-1,7-methanopyrido[1,2-b][1,2,5]triazecine-11-carboxamide FC1=C(CNC(=O)C=2C(C(=C3N(N4[C@@H](C[C@H]([C@H](CN(C3=O)C4)F)F)C)C2)O)=O)C=CC(=C1)F